C(C(C(C(C=O)O)O)O)O pentose